(4-formyl-5-hydroxy-6-(pent-4-yn-1-yl) pyridin-3-yl)methyl phosphate P(=O)(OCC=1C=NC(=C(C1C=O)O)CCCC#C)([O-])[O-]